mercaptopropyl-diethoxysilane SCCC[SiH](OCC)OCC